C(C)C(C(CCC(=O)ON1C(CCC1=O)=O)SC1=NC=CC=C1)CC 2,5-dioxopyrrolidin-1-yl 5-ethyl-4-(pyridin-2-ylthio)heptanoate